2,2,2-trichloroethyl ((3S,4R)-4-amino-1-(2-(dimethylamino)ethyl)pyrrolidin-3-yl)carbamate N[C@H]1[C@H](CN(C1)CCN(C)C)NC(OCC(Cl)(Cl)Cl)=O